C(C)(C)(C)C1=C(O)C(=CC(=C1)O)C(C)(C)C 2,6-Di-tert-butylhydroquinone